N1=CNC(C2=C1NC1=CN=CC=C1C2=O)=O pyrimido[4,5-b][1,7]naphthyridine-4,5(3H,10H)-dione